C(C)N1N=C(C=C1)C=1C=C(C=C(C1)C=1C=NN(C1)C)C1(CC1)NC(C1=C(C=CC(=C1)OC[C@H]1N(CCC1)C)C)=O (S)-N-(1-(3-(1-ethyl-1H-pyrazol-3-yl)-5-(1-methyl-1H-pyrazol-4-yl)phenyl)-cyclopropyl)-2-methyl-5-((1-methylpyrrolidin-2-yl)methoxy)benzamide